N1[13C](=O)NC=2NC(=O)NC2C1=O uric acid-13C